5-fluoro-4-((trimethylsilyl)ethynyl)-1H-pyrrolo[2,3-b]Pyridine FC=1C(=C2C(=NC1)NC=C2)C#C[Si](C)(C)C